COC1=CC(=CC2=C1SC(=C2)C#CC2=NN(C1=NC=NC(=C12)N)[C@@H]1CNCC1)C (S)-3-((7-methoxy-5-methylbenzo[b]thien-2-yl)ethynyl)-1-(pyrrolidin-3-yl)-1H-pyrazolo[3,4-d]pyrimidin-4-amine